4-((2-Acetyl-3-(1-methyl-1H-1,2,4-triazol-3-yl)phenyl)amino)-6-(cyclopropanecarboxamido)-N-(methyl-d3)pyridazine-3-carboxamide C(C)(=O)C1=C(C=CC=C1C1=NN(C=N1)C)NC1=C(N=NC(=C1)NC(=O)C1CC1)C(=O)NC([2H])([2H])[2H]